NCC=1C=C(C=CC1)C=1C=C(C2=C(C(=CO2)COC2=C(C=CC=C2)CC(=O)OCC)C1)Cl ethyl 2-(2-((5-(3-(aminomethyl)phenyl)-7-chlorobenzofuran-3-yl)methoxy)phenyl)acetate